2-[(4-Chlorophenyl)carbonylamino]hexanoic acid ClC1=CC=C(C=C1)C(=O)NC(C(=O)O)CCCC